C(C)(=O)OC[C@H]1[C@H](CC1)COC(C)=O CIS-CYCLOBUTANE-1,2-DIYLBIS(METHYLENE) DIACETATE